octyl(tetrahydrofuran-2-yl)methyl succinate C(CCC(=O)[O-])(=O)OC(C1OCCC1)CCCCCCCC